N-(tert-butoxycarbonyl)-5-aminovaleric acid C(C)(C)(C)OC(=O)NCCCCC(=O)O